IC=1C=C(C2=C(N(C=N2)CC(F)(F)F)C1)C(=O)OC methyl 6-iodo-1-(2,2,2-trifluoroethyl)benzimidazole-4-carboxylate